ClC1=CC=C(C(=N1)C(=O)O)NC(C)C=1C=C(C=C2C(N(C(=NC12)N1C[C@@H]2C([C@@H]2C1)OC(NC(C)C)=O)C)=O)C 6-chloro-3-((1-(2-((1R,5S,6s)-6-((isopropylcarbamoyl)oxy)-3-azabicyclo[3.1.0]hexan-3-yl)-3,6-dimethyl-4-oxo-3,4-dihydroquinazolin-8-yl)ethyl)amino)picolinic acid